4-ethynyl-4-methyltetrahydro-2H-pyrane C(#C)C1(CCOCC1)C